CNC1=NN=NN1 5-methylamino-1H-tetrazole